methylene-6-((5-isopropyl-1-(2,6-difluorobenzyl)imidazol-4-yl)methylene)piperazine-2,5-dione C=C1C(NC(C(N1)=O)=CC=1N=CN(C1C(C)C)CC1=C(C=CC=C1F)F)=O